Methyl 3-(4-(4,6-dichloronicotinamido)phenyl)propanoate ClC1=CC(=NC=C1C(=O)NC1=CC=C(C=C1)CCC(=O)OC)Cl